CC1(OB(OC1(C)C)C1=CC=C(CC23CC(C2)(C3)NC(OC(C)(C)C)=O)C=C1)C tert-butyl (3-(4-(4,4,5,5-tetramethyl-1,3,2-dioxaborolan-2-yl)benzyl)bicyclo[1.1.1]pentan-1-yl)carbamate